C(=O)C=1C=C(SC1)C(C(=O)NC)NC(=O)[C@H]1N(C[C@@H](C1)OC(F)F)C(CNC(C1=CC=C(C=C1)OC1=CC=CC=C1)=O)=O (2S,4R)-N-(1-(4-Formylthiophene-2-yl)-2-(methylamino)-2-oxoethyl)-4-(difluoromethoxy)-1-((4-phenoxybenzoyl)glycyl)pyrrolidine-2-carboxamide